C(C)(C)[C@@H]1CC=2C=C(C(=NC2C=2N1C=C(C(C2)=O)C(=O)O)OC)OCCCOC (6S)-6-isopropyl-2-methoxy-3-(3-methoxypropoxy)-10-oxo-5H,6H-pyrido[1,2-h]1,7-naphthyridine-9-carboxylic acid